coumaroyl-agmatine C(\C=C\C1=CC=C(C=C1)O)(=O)NCCCCNC(N)=N